C(#N)C=1C=C(C=C(C1)F)[C@@H]1CC=NN1C(=O)N1CCN(CC1)C1=NC=C(C(=N1)C1=NN(C=C1)CC(=O)N)F (S)-2-(3-(2-(4-(5-(3-cyano-5-fluorophenyl)-4,5-dihydro-1H-pyrazole-1-carbonyl)piperazin-1-yl)-5-fluoropyrimidin-4-yl)-1H-pyrazol-1-yl)acetamide